methyl 3-amino-5-bromo-4-methylthiophene-2-carboxylate NC1=C(SC(=C1C)Br)C(=O)OC